BrC=1C=C2C=NNC(C2=CC1)=O 6-Bromo-2H-phthalazine-1-one